IC=1C=C(OC2=NN(C(=C2)C(F)(F)F)C)C=C(C1)OC1=CC(=NN1C)C(F)(F)F 3-(3-iodo-5-{[1-methyl-3-(trifluoromethyl)-1H-pyrazol-5-yl]oxy}phenoxy)-1-methyl-5-(trifluoromethyl)-1H-pyrazole